COC(=O)[C@@H]1CN(CC12CN(C2)C(=O)[C@@H]2C(C2)(C)C)CC2=NC=CN=C2.C2(=CC=CC=C2)C2=CC=NC(=C2C(=O)N)N2CCCC2 4-phenyl-2-(pyrrolidinyl)nicotinamide methyl-(S)-2-((S)-2,2-dimethyl-cyclopropane-1-carbonyl)-6-(pyrazin-2-ylmethyl)-2,6-diazaspiro[3.4]octane-8-carboxylate